(7R)-2-bromo-3-chloro-7-methyl-5H,6H,7H-pyrazolo[1,5-a]pyrazin-4-one BrC1=NN2C(C(NC[C@H]2C)=O)=C1Cl